2-(5-bromo-3'-nitro-[1,1'-biphenyl]-2-carbonyl)-N-methylhydrazine-1-thiocarboxamide BrC1=CC=C(C(=C1)C1=CC(=CC=C1)[N+](=O)[O-])C(=O)NNC(NC)=S